2-[2-[2-[2-[2-[2-[2,3-bis[(Z)-octadec-9-enoxy]propoxy]ethoxy]ethoxy]ethoxy]ethoxy]ethoxy]ethanol C(CCCCCCC\C=C/CCCCCCCC)OC(COCCOCCOCCOCCOCCOCCO)COCCCCCCCC\C=C/CCCCCCCC